4-(1-ethoxyvinyl)nicotinic acid C(C)OC(=C)C1=CC=NC=C1C(=O)O